N-(5-aminobenzo[d]thiazol-2-yl)-5-methylpyrazine-2-carboxamide NC=1C=CC2=C(N=C(S2)NC(=O)C2=NC=C(N=C2)C)C1